4-(4-(cyclopentyloxy)quinolin-2-yl)benzene-1,2-dioL C1(CCCC1)OC1=CC(=NC2=CC=CC=C12)C=1C=C(C(=CC1)O)O